N-(nonafluoro-n-butanesulfonyloxy)bicyclo[2.2.1]hept-5-ene-2,3-dicarboximide FC(C(C(S(=O)(=O)ON1C(=O)C2C3C=CC(C2C1=O)C3)(F)F)(F)F)(C(F)(F)F)F